OC(C)(C)C1=NC=C(C=N1)C=1C=CC=2N(C1)C1=C(N2)CCCC1C1=C(C=CC=C1)O 2-(2-(2-(2-hydroxy-prop-2-yl)pyrimidin-5-yl)-6,7,8,9-tetrahydrobenzo[4,5]imidazo[1,2-a]pyridin-9-yl)phenol